di(t-butylperoxy) phthalate C(C=1C(C(=O)OOOC(C)(C)C)=CC=CC1)(=O)OOOC(C)(C)C